((1R,4S)-4-(hydroxymethyl)-3,4-dimethylcyclopent-2-en-1-yl)carbamic acid tert-butyl ester C(C)(C)(C)OC(N[C@H]1C=C([C@@](C1)(C)CO)C)=O